4-(2,3-dimethyl-4-benzoylphenylthio)phenylbis(4-fluorophenyl)sulfonium hexafluoroantimonate F[Sb-](F)(F)(F)(F)F.CC1=C(C=CC(=C1C)C(C1=CC=CC=C1)=O)SC1=CC=C(C=C1)[S+](C1=CC=C(C=C1)F)C1=CC=C(C=C1)F